C1(CC1)COC1=C(C(=CC(=C1C)O)O)C(=O)N1CC2=CC=CC(=C2C1)NC (2-(cyclopropylmethoxy)-4,6-dihydroxy-3-methylphenyl)(4-(methylamino)isoindolin-2-yl)methanone